OC1(OC(=O)C2=CC=CC=C12)C(F)(F)F 3-hydroxy-3-trifluoromethylphthalide